C(C(C)C)N1CN(CC=2C1=CN(C2)CC2=CC=CC1=CC=CC=C21)C 1-isobutyl-3-methyl-6-(naphthalen-1-ylmethyl)-1,6-dihydro-2H-pyrrolo[3,4-d]Pyrimidine